C1(CCC1)C(=O)C=1C=C(C(=O)O)C=CC1 3-(Cyclobutanecarbonyl)benzoic acid